Trifluoromethyl sulfite S(=O)(OC(F)(F)F)[O-]